BrC1=CC=C(C=C1)[C@H]1[C@@H]2CN(CCC(CN2[C@@H]1C(C1=CC=CC=C1)(C1=CC=CC=C1)C1=CC=CC=C1)CN(C)C)C(=O)NC1=CC=C(C=C1)OC (8R,9R,10S)-9-(4-bromophenyl)-3-[(dimethylamino)methyl]-N-(4-methoxyphenyl)-10-(trityl)-1,6-diazabicyclo[6.2.0]decane-6-carboxamide